(3R,3aS)-3-(Aminomethyl)-7-[4-[6-chloro-4-[[(2S)-1,4-dioxan-2-yl]-difluoro-methyl]-2-pyridyl]piperazin-1-yl]sulfonyl-3a,4-dihydro-3H-oxazolo[4,3-c][1,4]benzoxazin-1-one NC[C@H]1OC(N2[C@H]1COC1=C2C=CC(=C1)S(=O)(=O)N1CCN(CC1)C1=NC(=CC(=C1)C(F)(F)[C@H]1OCCOC1)Cl)=O